OC1=C(C(=CC=C1)O)\C=C\C(=O)C1=C(C=C(C=C1OC)O)O 2,6,2',4'-Tetrahydroxy-6'-methoxychalcone